2-(3-chlorophenyl)-6-methyl-N-(3-phenylpropyl)thieno[2,3-d]pyrimidin-4-amine ClC=1C=C(C=CC1)C=1N=C(C2=C(N1)SC(=C2)C)NCCCC2=CC=CC=C2